C(C)N(CC)CC.NC=1C=C(C(=O)O)C=CC1 m-aminobenzoic acid-triethylamine salt